O=C1N(C=CC(=C1)C1=CC=CC=C1)CC1CCN(CC12CCCC2)C(=O)[O-] 10-((2-oxo-4-phenylpyridin-1(2H)-yl)methyl)-7-azaspiro[4.5]decane-7-carboxylate